2-acetyl-4-(4-fluorobenzyl)-8,8-dimethyl-7,8-dihydro-6H-pyrrolo[2,3-e][1,2,4]triazolo[1,5-a]pyridine-6-carboxylic acid benzyl ester C(C1=CC=CC=C1)OC(=O)N1CC(C2=C1C=C(C=1N2N=C(N1)C(C)=O)CC1=CC=C(C=C1)F)(C)C